C(C1=CC=CC=C1)OC1(N2C(C3=CC=CC=C13)=NCC2)C2=CC=C(C=C2)Cl 5-(benzyloxy)-5-(4-chlorophenyl)-2,5-dihydro-3H-imidazo[2,1-a]isoindole